(2-((6-cyclopropylimidazo[1,2-a]pyridin-2-yl) methyl)-1H-pyrazolo[4,3-c]pyridin-4-yl) carbamate C(N)(OC1=NC=CC2=C1CN(N2)CC=2N=C1N(C=C(C=C1)C1CC1)C2)=O